ClC=1C=C(C=CC1Cl)[C@H](CN(C)C)NS(=O)(=O)C=1C=C(C=CC1)C1=CC=CC=C1 (R)-N-(1-(3,4-dichlorophenyl)-2-(dimethylamino)ethyl)-[1,1'-biphenyl]-3-sulfonamide